5-phenyl-N-(thiophen-2-ylmethyl)-1H-indole-2-carboxamide C1(=CC=CC=C1)C=1C=C2C=C(NC2=CC1)C(=O)NCC=1SC=CC1